NC=1C=C(C=C(C1)C(F)(F)F)[C@@H](C)NC1=NC(=NC2=CC(=C(C=C12)C1CCC(CC1)C(=O)N1CCN(CC1)CC1CCN(CC1)C(=O)[O-])OC)C 4-((4-((1R,4R)-4-(4-(((R)-1-(3-amino-5-(trifluoromethyl)phenyl)ethyl)amino)-7-Methoxy-2-methylquinazolin-6-yl)cyclohexane-1-carbonyl)piperazin-1-yl)methyl)piperidine-1-carboxylate